(S)-N-(2-amino-1-(3-chloro-5-fluorophenyl)ethyl)-1-(5-methyl-2-((tetrahydro-2H-pyran-4-yl)amino)pyrimidin-4-yl)-1H-imidazole-4-carboxamide hydrochloride salt Cl.NC[C@H](C1=CC(=CC(=C1)F)Cl)NC(=O)C=1N=CN(C1)C1=NC(=NC=C1C)NC1CCOCC1